C(C)OC1=C(C=C(C=C1)O)C(F)(F)F 4-ethoxy-3-(trifluoromethyl)phenol